(R)-2-(ethylamino)-1-(7-fluorobenzofuran-5-yl)propan-1-one C(C)N[C@@H](C(=O)C=1C=C(C2=C(C=CO2)C1)F)C